FC1=C(C=C(C=C1)[C@H](C(=O)NC=1SC(=NN1)N[C@H]1CN(CC1)C=1N=NC=CC1)OC)N1CC(C1)F (2R)-2-[4-fluoro-3-(3-fluoroazetidin-1-yl)phenyl]-2-methoxy-N-[5-[[(3R)-1-pyridazin-3-ylpyrrolidin-3-yl]amino]-1,3,4-thiadiazol-2-yl]acetamide